[7-chloro-6-(2,6-difluorophenyl)-8-(trifluoromethyl)-4H-[1,2,4]triazolo[1,5-a][1,4]benzodiazepin-2-yl]-(3-methoxyazetidin-1-yl)methanone ClC1=C(C=CC2=C1C(=NCC=1N2N=C(N1)C(=O)N1CC(C1)OC)C1=C(C=CC=C1F)F)C(F)(F)F